(1R,4S)-5-{4-[7-(aminocarbonyl)-2H-indazole-2-yl]benzyl}-2-oxa-5-azoniabicyclo[2.2.1]heptane trifluoroacetate FC(C(=O)[O-])(F)F.NC(=O)C1=CC=CC2=CN(N=C12)C1=CC=C(C[NH+]2[C@@H]3CO[C@@H](C2)C3)C=C1